(R)-N-(6-(2-(tert-butylamino)-2-oxoethyl)-6-azaspiro[2.5]Oct-1-yl)-3,5-dichlorobenzamide C(C)(C)(C)NC(CN1CCC2(C[C@H]2NC(C2=CC(=CC(=C2)Cl)Cl)=O)CC1)=O